2-[(2,6-difluoro-4-pyridinyl)-(2-methoxypropionyl)amino]-N-(2,2-dimethylcyclobutyl)-5-methyl-thiazole-4-carboxamide FC1=NC(=CC(=C1)N(C=1SC(=C(N1)C(=O)NC1C(CC1)(C)C)C)C(C(C)OC)=O)F